C(C)(C)OC(=O)N1C(C(CCC1)NS(=O)(=O)C)CC1=NC(=CC=C1)C1=CC=CC=C1 3-((methylsulfonyl)amino)-2-((6-phenylpyridin-2-yl)methyl)piperidine-1-carboxylic acid isopropyl ester